acryloyloxyheptyl-trihydroxysilane C(C=C)(=O)OCCCCCCC[Si](O)(O)O